CN1C2=C(\C=C/C(C1=O)NC(OC(C)(C)C)=O)C=CC=C2 (Z)-tert-butyl (1-methyl-2-oxo-2,3-dihydro-1H-benzo[b]azepin-3-yl)carbamate